CNC(C1=NC(=C(C=C1)N1CCN(CC1)CC1=CC=C2C3(N(C(NC2=C1)=O)C)CC3)C)=O N,6-dimethyl-5-(4-((3'-methyl-2'-oxo-2',3'-dihydro-1'H-spiro[cyclopropane-1,4'-quinazolin]-7'-yl)methyl)piperazin-1-yl)picolinamide